COC1=C2C=C(NC2=CC=C1)C(=O)N[C@H](C(N[C@@H](C[C@H]1C(NCC1)=O)C=1OC(OC1)=O)=O)CC(C)C 4-methoxy-N-[(2S)-4-methyl-1-oxo-1-({(1S)-1-(2-oxo-1,3-dioxol-4-yl)-2-[(3S)-2-oxopyrrolidin-3-yl]ethyl}amino)pentan-2-yl]-1H-indole-2-carboxamide